C(C1=CC=CC=C1)C1=CC(N(C2=CC=CC=C12)C)=O 4-benzyl-1-methyl-quinolin-2(1H)-one